CC=1C=NC=CC1CN1CC(CC1=O)C=1C=C(C=CC1)I=C1C(OC2(CCCC2)OC1=O)=O 8-((3-(1-((3-Methylpyridin-4-yl)methyl)-5-oxopyrrolidin-3-yl)phenyl)-λ3-iodaneylidene)-6,10-dioxaspiro[4.5]decane-7,9-dione